N1(CCNCCC1)C1=NC=CC(=N1)NC=1C=C2C=NNC2=CC1 N-(2-(1,4-diazacycloheptan-1-yl)pyrimidin-4-yl)-1H-indazol-5-amine